FC(C1=NN=C(S1)C1=CN=C2N1C=C(C=C2N2C[C@@H](O[C@@H](C2)C)C(=O)N)S(NC2(CC2)C)(=O)=O)F |o1:18,20| rel-(2R,6R)-4-(3-(5-(difluoromethyl)-1,3,4-thiadiazol-2-yl)-6-(N-(1-methylcyclopropyl)sulfamoyl)imidazo[1,2-a]pyridin-8-yl)-6-methylmorpholine-2-carboxamide